methyl (7-cyano-1-methyl-4-(4-(trifluoromethoxy)phenyl)-1H-benzo[d]imidazol-6-yl)carbamate C(#N)C1=C(C=C(C2=C1N(C=N2)C)C2=CC=C(C=C2)OC(F)(F)F)NC(OC)=O